1,3-dimethylpyrazolone CC1=NN(C(=O)C1)C